C(C)C(C(=O)O)C(C(CC)C)C 2-ethyl-3,4-dimethylhexanoic acid